CN(C(=S)C1OCCC1)C N,N-dimethyloxolane-2-thiocarboxamide